C(C1=CC=CC=C1)[C@@]([C@@H]([C@@H](C=O)O)O)(O)[C@H](O)CO 4-Benzylmannose